4-tert-butyl-4'-methyl-2,2'-methylenebisphenol C(C)(C)(C)C1=CC(=C(C=C1)O)CC1=C(C=CC(=C1)C)O